C(C)(C)(C)OC(C(P(=O)(OC)OC)=[N+]=[N-])=O 2-diazo-2-(dimethoxyphosphoryl)acetic acid tert-butyl ester